pentaerythritol bis(3-mercapto isobutyrate) SCC(C(=O)OCC(COC(C(CS)C)=O)(CO)CO)C